Cl.NC(C(=O)N1CCN(CC1)C(=O)NC1=NC(N(C=C1)C1=CC=C(C=C1)CC(C)N1CC2C(C2C1)CN)=O)(C)C 4-(2-amino-2-methylpropanoyl)-N-(1-(4-(2-((exo)-6-(aminomethyl)-3-azabicyclo[3.1.0]hexan-3-yl)propyl)phenyl)-2-oxo-1,2-dihydropyrimidin-4-yl)piperazine-1-carboxamide hydrochloride salt